FC1=CC(=C2C=CN(C2=C1)CCO)C1=CC(=C2NC(C=3N(C2=C1C(F)(F)F)C(=NN3)C)(C)C)C 2-[6-Fluoro-4-[1,4,4,6-tetramethyl-9-(trifluoromethyl)-5H-[1,2,4]triazolo[4,3-a]quinoxalin-8-yl]-1H-indol-1-yl]-ethanol